17-iodo-4,6,8,10,12,14-hexamethylheptadecyl octyloxymethyl ether C(CCCCCCC)OCOCCCC(CC(CC(CC(CC(CC(CCCI)C)C)C)C)C)C